5-((2-((4-(((3-Phenyl-1H-pyrazol-5-yl)methyl)amino)butyl)amino)ethyl)amino)benzo[c][2,6]naphthyridine-8-carboxamide C1(=CC=CC=C1)C1=NNC(=C1)CNCCCCNCCNC1=NC2=C(C3=CN=CC=C13)C=CC(=C2)C(=O)N